ClC1=CC=C(C=C1)C1=CC(=NC(=N1)C=1C=NC=CC1)N1CCOCC1 4-(6-(4-chlorophenyl)-2-(pyridin-3-yl)pyrimidin-4-yl)morpholine